N1=C(N=CC=C1)C12CCC(CC2C1)=O 6-(pyrimidin-2-yl)bicyclo[4.1.0]heptan-3-one